ClC1=CC=C(C=C1)C(=C(C(=O)O)F)F 3-(4-chlorophenyl)-2,3-difluoroprop-2-enoic acid